OCCN1N=CC=C1 1-(2-hydroxyethyl)-pyrazole